NC=1C=CC(=C(C1)O)OC1CCCC1 5-amino-2-(cyclopentyloxy)phenol